C(C)(C)(C)NS(=O)(=O)C=1SC(=C(C1)C1=C(C(=CC=C1)F)F)Cl N-tert-butyl-5-chloro-4-(2,3-difluorophenyl)thiophene-2-sulfonamide